BrCC1=NN(C(=C1)C1=CC(=CC=C1)OC)CC1=C(C=CC=C1)Cl 3-(bromomethyl)-1-[(2-chlorophenyl)methyl]-5-(3-methoxyphenyl)-1H-pyrazole